4-[(2R)-2-(3-{8-chloro-3-methylimidazo[1,5-a]pyridin-6-yl}azetidin-1-yl)-3-methylbutyl]-thiomorpholine-1,1-dione ClC=1C=2N(C=C(C1)C1CN(C1)[C@@H](CN1CCS(CC1)(=O)=O)C(C)C)C(=NC2)C